2-methyl-4-propyl-α-methylstyrene CC1=C(C(=C)C)C=CC(=C1)CCC